tert-butyl (3S)-3-[[4-[6-(hydroxymethyl)-1-(2-trimethyl silylethoxymethyl)indol-3-yl]-5-(trifluoromethyl)pyrimidin-2-yl]amino]piperidine-1-carboxylate OCC1=CC=C2C(=CN(C2=C1)COCC[Si](C)(C)C)C1=NC(=NC=C1C(F)(F)F)N[C@@H]1CN(CCC1)C(=O)OC(C)(C)C